(R)-(1-(2-methylbiphenyl-3-yl)pyrrolidin-3-yl)methanamine CC1=C(C=CC=C1N1C[C@H](CC1)CN)C1=CC=CC=C1